(3S,6S,7R,8R)-3-[[(3-hydroxy-4-methoxy-2-pyridinyl)carbonyl]amino]-6-methyl-4,9-dioxo-8-(phenylmethyl)-1,5-dioxonan-7-yl 2-methylpropanoate CC(C(=O)O[C@H]1[C@@H](OC([C@H](COC([C@@H]1CC1=CC=CC=C1)=O)NC(=O)C1=NC=CC(=C1O)OC)=O)C)C